C1(CCCCC1)C1=NN(C(=C1OC1=CC=C(C=C1)S(N)(=O)=O)C1=CC=CC=C1)C=1SC=C(N1)C(=O)O 2-(3-cyclohexyl-5-phenyl-4-(4-sulfamoylphenoxy)-1H-pyrazol-1-yl)thiazole-4-carboxylic acid